ClC1=CCC=NC1=O 5-chloro-6-oxo-3,6-dihydropyridine